BrC=1C=C(C#N)C=C(C1C(F)(F)F)F 3-bromo-5-fluoro-4-(trifluoromethyl)benzonitrile